C(C)OC1=C(O[C@H]2CN(CCC2)C2=CN=CC(=N2)NC2=NC=CC=N2)C=CC=C1 (R)-2-((6-(3-(2-Ethoxyphenoxy)piperidin-1-yl)pyrazin-2-yl)amino)pyrimidin